FC=1C=C(C=CC1)C#CC(=O)N1CCC(CC1)OC=1C=CC=C2C(=NN(C12)C)C1C(NC(CC1)=O)=O 3-(7-((1-(3-(3-Fluorophenyl)propioloyl)piperidin-4-yl)oxy)-1-methyl-1H-indazol-3-yl)piperidine-2,6-dione